methyl (S)-2-(5-cyclopropyl-3-(2-(3-fluoroazetidin-1-yl) ethyl)-6-oxopyridazin-1(6H)-yl)-4-methylpentanoate C1(CC1)C1=CC(=NN(C1=O)[C@H](C(=O)OC)CC(C)C)CCN1CC(C1)F